COC(=O)C1=CC=C2C(C(N(C2=C1)C)=O)(O)CN 3-(aminomethyl)-3-hydroxy-1-methyl-2-oxoindoline-6-carboxylic acid methyl ester